1-[2-chloro-5-[methyl(4-piperidyl)amino]phenyl]hexahydropyrimidine-2,4-dione ClC1=C(C=C(C=C1)N(C1CCNCC1)C)N1C(NC(CC1)=O)=O